C1=CC=CC=2C3=CC=CC=C3C(C12)COC(=O)N[C@@H](COC(C)(C)C)C(=O)O N-(((9H-fluoren-9-yl)methoxy)carbonyl)-O-(tert-butyl)-L-serine